[(7aS)-2-(methoxyimino)-tetrahydro-1H-pyrrolizin-7a-yl]methanol CON=C1C[C@@]2(CCCN2C1)CO